C(C)C1OCCN(C1)C1=CC(=C(N)C=C1)C 4-(2-ethylmorpholino)-2-methylaniline